C(C)(C)(C)OC(=O)N1CCN(C2=CC(=CC=C12)OC)C1=CC2=C(N=C(N=C2)SC)N(C1=O)C 6-methoxy-4-(8-methyl-2-methylsulfanyl-7-oxo-pyrido[2,3-d]pyrimidin-6-yl)-2,3-dihydroquinoxaline-1-carboxylic acid tert-butyl ester